phthalideFormic acid C1(=O)OC(C2=CC=CC=C12)C(=O)O